3-[3-acetyl-6-[5-[(6-methylpyridazin-3-yl)amino]benzimidazol-1-yl]-2-pyridinyl]furan-2-carbonitrile C(C)(=O)C=1C(=NC(=CC1)N1C=NC2=C1C=CC(=C2)NC=2N=NC(=CC2)C)C2=C(OC=C2)C#N